(Z)-methyl 4-bromo-3-fluoro-5-(2-fluorovinyl)-2-(3-(2,2,2-trichloroacetyl)ureido)benzoate BrC1=C(C(=C(C(=O)OC)C=C1\C=C/F)NC(=O)NC(C(Cl)(Cl)Cl)=O)F